4-(7-(difluoromethyl)-5-(2,6-difluorophenyl)-3-methyl-1,6-dihydropyrazolo[4,3-d]pyrido[4,3-f][1,3]diazepin-9-yl)morpholine FC(C1=NC(=CC=2C3=C(N=C(NC21)C2=C(C=CC=C2F)F)C(=NN3)C)N3CCOCC3)F